(1-methylcyclopropoxy)-9H-purine CC1(CC1)OC1=NC=C2N=CNC2=N1